(4-bromo-1-methyl-1H-pyrazol-5-yl)-4-(1H-pyrazol-1-yl)benzonitrile BrC=1C=NN(C1C1=C(C#N)C=CC(=C1)N1N=CC=C1)C